3,4-DimethoxyAniline COC=1C=C(N)C=CC1OC